4-(4,4,5,5-tetramethyl-1,3,2-dioxaborolan-2-yl)cyclohex-3-ene-1-carboxylate CC1(OB(OC1(C)C)C1=CCC(CC1)C(=O)[O-])C